ClC=1C=C(C=C(C1)F)C(=O)N1CC(C(C12CCCC2)O)(F)F (3-chloro-5-fluorophenyl)(3,3-difluoro-4-hydroxy-1-azaspiro[4.4]nonan-1-yl)methanone